3-(azepan-1-ylsulfonyl)-2-methylaniline N1(CCCCCC1)S(=O)(=O)C=1C(=C(N)C=CC1)C